methyl-methoxytertiary butoxyacetoxysilane C[SiH](OC(COC(C)(C)C)=O)OC